6-(4-Isobutoxyphenyl)-2-(4-methyl-1-piperidyl)-N-[(2-oxo-1H-pyridin-3-yl)sulfonyl]pyridin-3-carboxamid C(C(C)C)OC1=CC=C(C=C1)C1=CC=C(C(=N1)N1CCC(CC1)C)C(=O)NS(=O)(=O)C=1C(NC=CC1)=O